2-((1s,4s)-4-hydroxycyclohexyl)-6-methoxy-2H-indazole-5-carboxylic acid OC1CCC(CC1)N1N=C2C=C(C(=CC2=C1)C(=O)O)OC